tert-butyl (S)-(1-(3-methyl-5-(4-((methylamino)methyl)phenyl)thiophene-2-carbonyl)pyrrolidin-3-yl)carbamate CC1=C(SC(=C1)C1=CC=C(C=C1)CNC)C(=O)N1C[C@H](CC1)NC(OC(C)(C)C)=O